(3S,4R)-1-(4-((8-(((R)-2-(dimethylamino)propyl)amino)-5-isopropyl-2,7-naphthyridin-3-yl)amino)pyrimidin-2-yl)-3-fluoro-3-methylpiperidin-4-ol CN([C@@H](CNC=1N=CC(=C2C=C(N=CC12)NC1=NC(=NC=C1)N1C[C@]([C@@H](CC1)O)(C)F)C(C)C)C)C